BrC1=CC(=C(CC=2C=C(C(N(N2)CC2=CC=C(C=C2)OC)=O)C2(CCCC2)C)C(=C1)C)C 6-(4-bromo-2,6-dimethylbenzyl)-2-(4-methoxybenzyl)-4-(1-methylcyclopentyl)pyridazin-3(2H)-one